C1(CCC1)CNC1=NS(C2=C(N1)C(=CC=C2)C2=CC(=CC(=C2)F)F)(=O)=O 3-((cyclobutylmethyl)amino)-5-(3,5-difluorophenyl)-4H-benzo[e][1,2,4]thiadiazine 1,1-dioxide